1-((S)-4-bromo-5-chloro-2-phenyl-2,3-dihydrobenzofuran-2-yl)ethane-1-amine hydrochloride Cl.BrC1=C(C=CC2=C1C[C@](O2)(C2=CC=CC=C2)C(C)N)Cl